(+)-3-hydroxy-N-methylmorpholine OC1N(CCOC1)C